(2R)-1-(5-fluoro-2-nitrophenyl)-2-methylpyrrolidine FC=1C=CC(=C(C1)N1[C@@H](CCC1)C)[N+](=O)[O-]